2-(tert-butoxy)-carbonylaminoacetic acid C(C)(C)(C)OC(=O)NCC(=O)O